3-chloro-5-(2-chloro-4-(3-ethynylpyridin-4-yl)-5-fluorobenzamido)-N-methylpicolinamide ClC=1C(=NC=C(C1)NC(C1=C(C=C(C(=C1)F)C1=C(C=NC=C1)C#C)Cl)=O)C(=O)NC